C(#N)C1=CC(=C(COC2=CC=CC(=N2)N2CCN([C@@H]3CC[C@@H]23)CC2=NC3=C(N2C[C@H]2OCC2)C=C(C=C3F)C(=O)OC)C=C1)F |&1:18,21| methyl 2-(((1RS,6RS)-5-(6-((4-cyano-2-fluorobenzyl)oxy)pyridin-2-yl)-2,5-diazabicyclo[4.2.0]octan-2-yl)methyl)-4-fluoro-1-(((S)-oxetan-2-yl)methyl)-1H-benzo[d]imidazole-6-carboxylate